N1(CCOCC1)CCN1C(SC2=C1C=C(C=C2)NC(=O)NC2=CC(=C(C=C2)Cl)F)N 1-{N-[2-(4-morpholinyl)ethyl]-2-aminobenzo[d]thiazol-5-yl}-3-(3-fluoro-4-chlorophenyl)urea